[(3R)-1-methylpyrrolidin-3-yl] 3-[6-[5-(6-methyl-2-pyridyl)-1H-imidazol-4-yl]-3-quinolyl]benzoate CC1=CC=CC(=N1)C1=C(N=CN1)C=1C=C2C=C(C=NC2=CC1)C=1C=C(C(=O)O[C@H]2CN(CC2)C)C=CC1